(3R)-3-amino-7-(2-tert-butyltetrazol-5-yl)-8-fluoro-1,1-dioxo-5-[[4-(trifluoromethoxy)phenyl]methyl]-2,3-dihydro-1lambda6,5-benzothiazepin-4-one N[C@H]1CS(C2=C(N(C1=O)CC1=CC=C(C=C1)OC(F)(F)F)C=C(C(=C2)F)C=2N=NN(N2)C(C)(C)C)(=O)=O